C(C)(C)(C)OC(NCC1=NN(C(=C1)C(N(C)C)=O)CC1CC(C1)O)=O N-[[5-(dimethylcarbamoyl)-1-[(3-hydroxycyclobutyl)methyl]pyrazol-3-yl]methyl]carbamic acid tert-butyl ester